C(C=C)SCC(=O)C=1C=NC=CC1 2-(allylthio)-1-(pyridin-3-yl)-1-ethanone